CC1=NC(=CC(=N1)N1CCN(CC1)CC1=CC=C(CC=2C=3C4=C(C(N(C4=CC2)[C@H]2C(NC(CC2)=O)=O)=O)C=CC3)C=C1)N1C=NC(=C1)C(F)(F)F (R)-3-(6-(4-((4-(2-methyl-6-(4-(trifluoromethyl)-1H-imidazol-1-yl)pyrimidin-4-yl)piperazin-1-yl)methyl)benzyl)-2-oxobenzo[cd]indol-1(2H)-yl)piperidine-2,6-dione